N1(CCC1)C(=O)C=1N=C2N(N1)[C@H](CC2)C2=C(C=CC=C2)F Azetidin-1-yl-[(5R)-5-(2-fluorophenyl)-6,7-dihydro-5H-pyrrolo[1,2-b][1,2,4]triazol-2-yl]methanon